N-(3,4-difluorophenyl)-5-(2-((1-(hydroxymethyl)cyclohexyl)amino)-2-oxoacetyl)-1,2,4-trimethyl-1H-pyrrole-3-carboxamide FC=1C=C(C=CC1F)NC(=O)C1=C(N(C(=C1C)C(C(=O)NC1(CCCCC1)CO)=O)C)C